C(=O)(OC)CC[Si](OC)(OC)OC 2-(carbomethoxy)ethyltrimethoxysilane